3-(7-methoxy-2,3-dihydrobenzofuran-5-yl)-5-(4-fluorophenyl)isoxazoline COC1=CC(=CC=2CCOC21)C2=NOC(C2)C2=CC=C(C=C2)F